3-((4-iodophenyl)methyl)-3H-diazirine IC1=CC=C(C=C1)CC1N=N1